tert-butyl (2S,6R)-4-((R)-l-1-chloro-6-oxo-3-(pyrazin-2-yl)-10-(trifluoromethyl)-3,4-dihydro-2H,6H-[1,4]thiazepino[2,3,4-ij]quinazolin-8-yl)-2,6-dimethylpiperazine-1-carboxylate ClS1C[C@H](CN2C(N=C(C3=CC(=CC1=C23)C(F)(F)F)N2C[C@@H](N([C@@H](C2)C)C(=O)OC(C)(C)C)C)=O)C2=NC=CN=C2